N-((1s,3s)-3-(6-((2-(1-((1-(3-(2-(2,6-dioxopiperidin-3-yl)-1,3-dioxoisoindolin-4-yl)propyl)piperidin-4-yl)methyl)piperidin-4-yl)ethyl)amino)-9H-purin-9-yl)cyclobutyl)-2-phenylacetamide O=C1NC(CC[C@@H]1N1C(C2=CC=CC(=C2C1=O)CCCN1CCC(CC1)CN1CCC(CC1)CCNC1=C2N=CN(C2=NC=N1)C1CC(C1)NC(CC1=CC=CC=C1)=O)=O)=O